[C-]1(C=CC=C1)[SiH](Cl)Cl.[CH-]1C=CC=C1.[Fe+2] ferrocenyldichlorosilane